(2R,3R,4R)-4-{2-[(Cyclopropylmethyl)amino]ethyl}-2-(4-methylphenyl)-2,3,4,9-tetrahydro-1H-carbazol-3-amine C1(CC1)CNCC[C@H]1[C@@H]([C@H](CC=2NC3=CC=CC=C3C12)C1=CC=C(C=C1)C)N